FC1=C(C=C(C=O)C=C1OC)OC 4-fluoro-3,5-dimethoxybenzaldehyde